2-((4-bromophenethyl)amino)pyrimidine-5-carbohydrazide BrC1=CC=C(CCNC2=NC=C(C=N2)C(=O)NN)C=C1